(3R,4R)-4-fluoro-1-(1-((5-(trifluoromethyl)pyrimidin-2-yl)methyl)-1H-benzo[d]imidazol-2-yl)piperidin-3-amine F[C@H]1[C@@H](CN(CC1)C1=NC2=C(N1CC1=NC=C(C=N1)C(F)(F)F)C=CC=C2)N